4-(4-(((3-aminooxetane-3-yl)methyl)amino)-6-methyl-5,6,7,8-tetrahydropyrido[4,3-d]pyrimidin-2-yl)-2,3,4,5-tetrahydrobenzo[f][1,4]thiazepine-1,1-dioxide NC1(COC1)CNC=1C2=C(N=C(N1)N1CCS(C3=C(C1)C=CC=C3)(=O)=O)CCN(C2)C